(S)-(1-(((7-(8-ethyl-7-fluoro-3-(methoxymethoxy)naphthalen-1-yl)-8-fluoro-4-(1-oxa-6-azaspiro[3.5]nonan-6-yl)pyrido[4,3-d]pyrimidin-2-yl)oxy)methyl)cyclopropyl)methanol C(C)C=1C(=CC=C2C=C(C=C(C12)C1=C(C=2N=C(N=C(C2C=N1)N1C[C@@]2(CCO2)CCC1)OCC1(CC1)CO)F)OCOC)F